ClC=1C(=NC(=NC1)N[C@H]1CN(CC1)CCC1CCN(CC1)CC1CCN(CC1)C1=CC2=CN(C=C2C=C1F)C1C(NC(CC1)=O)=O)C1=CNC2=CC=CC=C12 5-(4-((4-(2-((R)-3-((5-chloro-4-(1H-indol-3-yl)pyrimidin-2-yl)amino)pyrrolidine-1-yl)ethyl)piperidin-1-yl)methyl)piperidin-1-yl)-2-(2,6-dioxopiperidin-3-yl)-6-fluoroisoindole